3,6-dichloro-4-(benzenesulfonyl)pyridazine ClC=1N=NC(=CC1S(=O)(=O)C1=CC=CC=C1)Cl